tert-butyl 6-((2-chloro-3-(4,4,5,5-tetramethyl-1,3,2-dioxaborolan-2-yl)phenyl)carbamoyl)-3,4-dihydro-2,7-naphthyridine-2(1H)-carboxylate ClC1=C(C=CC=C1B1OC(C(O1)(C)C)(C)C)NC(=O)C=1C=C2CCN(CC2=CN1)C(=O)OC(C)(C)C